tert-butyl 4-(4-(3-aminoisoxazol-5-yl)-3-methoxyphenyl)-5,6-dihydropyridine-1(2H)-carboxylate NC1=NOC(=C1)C1=C(C=C(C=C1)C1=CCN(CC1)C(=O)OC(C)(C)C)OC